(1R,2R)-2-(2,3-difluorophenyl)-2-(4-fluorophenyl)-1-((R)-1-(5-hydroxy-4-oxo-1,4-dihydropyridazine-3-carbonyl)pyrrolidin-2-yl)ethyl methanesulfonate CS(=O)(=O)O[C@H]([C@H](C1=CC=C(C=C1)F)C1=C(C(=CC=C1)F)F)[C@@H]1N(CCC1)C(=O)C1=NNC=C(C1=O)O